FC(S(=O)(=O)OCC1CCC=2C1=NN(C(C2C(F)(F)F)=O)CC2=CC=C(C=C2)OC)(F)F (2-(4-Methoxybenzyl)-3-oxo-4-(trifluoromethyl)-3,5,6,7-tetrahydro-2H-cyclopenta[c]pyridazin-7-yl)methyl trifluoromethanesulfonate